N,N'-di-[3-(phenylethanesulfonyloxy)phenyl]urea C1(=CC=CC=C1)CCS(=O)(=O)OC=1C=C(C=CC1)NC(=O)NC1=CC(=CC=C1)OS(=O)(=O)CCC1=CC=CC=C1